COC1=CC(=CC=2CC(OC21)(C)C)C(=O)OC methyl 7-methoxy-2,2-dimethyl-2,3-dihydrobenzofuran-5-carboxylate